((2-(((5S,8S,10aR)-3-acetyl-8-(1,4-oxazepane-4-carbonyl)-6-oxodecahydropyrrolo[1,2-a][1,5]diazocin-5-yl)carbamoyl)-1H-indol-5-yl)difluoromethyl)phosphonic acid C(C)(=O)N1CC[C@@H]2N(C([C@H](C1)NC(=O)C=1NC3=CC=C(C=C3C1)C(F)(F)P(O)(O)=O)=O)[C@@H](CC2)C(=O)N2CCOCCC2